NC=1C=C(C=C(C(=O)NCC(CO)O)C1)C(=O)NCC(CO)O 5-amino-N1,N3-Bis(2,3-dihydroxypropyl)isophthalamide